N-(pyridin-4-yl)-2-(4H-1,2,4-triazol-4-yl)isonicotinamide N1=CC=C(C=C1)NC(C1=CC(=NC=C1)N1C=NN=C1)=O